Piperidinyl propanoate C(CC)(=O)ON1CCCCC1